C(C)(C)N(P(OOCCC#N)N(C(C)C)C(C)C)C(C)C 2-Cyanoethoxy N,N,N',N'-tetraisopropylphosphorodiamidite